tert-butyl 2-iodo-4-methoxybenzoate 4-methoxy-2-(thiazol-2-yl)benzoate COC1=CC(=C(C(=O)O)C=C1)C=1SC=CN1.IC1=C(C(=O)OC(C)(C)C)C=CC(=C1)OC